ClC1=C(C=CC=C1)C1=NC2=C(CN(CC2)C2CC3=CC=C(C=C3CC2)C#CC2CC2)N1 2-(2-chlorophenyl)-5-(6-(cyclopropylethynyl)-1,2,3,4-tetrahydronaphthalen-2-yl)-4,5,6,7-tetrahydro-3H-imidazolo[4,5-c]pyridine